1,2,4-oxadiazole-5-carbohydrazide O1N=CN=C1C(=O)NN